COC1=CC=C(OC2=C(C=C(C=C2)NC(C=C)=O)C2=CN(C(C(=C2)NC)=O)C)C=C1 N-(4-(4-methoxyphenoxy)-3-(1-methyl-5-(methylamino)-6-oxo-1,6-dihydropyridin-3-yl)phenyl)acrylamide